C(C=C)OC(=O)N(C[C@@H](CNC(=O)OCC=C)O)CC1(CN(C1)C(=O)OC(C)(C)C)O tert-butyl 3-[[allyloxycarbonyl-[(2R)-3-(allyloxycarbonylamino)-2-hydroxy-propyl]amino]methyl]-3-hydroxy-azetidine-1-carboxylate